BrC=1C=C2C(C(N(C2=C(C1)OC)CC(=O)NCCCC(=O)OC)=O)(C)C methyl 4-(2-(5-bromo-7-methoxy-3,3-dimethyl-2-oxoindolin-1-yl)acetamido)butanoate